FC=1C(=NN(C1)CC1=CC(=CC=C1)F)C(=O)N[C@@H]1C(N(C2=C(OC1)C=CC=N2)C)=O (S)-4-fluoro-1-(3-fluorobenzyl)-N-(5-methyl-4-oxo-2,3,4,5-tetrahydropyrido-[3,2-b][1,4]oxazepin-3-yl)-1H-pyrazole-3-carboxamide